6-methyl-5,7-dihydro-4H-benzothiophen-6-amine hydrochloride Cl.CC1(CC2=C(C=CS2)CC1)N